3-methacrylamidopropyl-(trimethyl)ammonium chloride [Cl-].C(C(=C)C)(=O)NCCC[N+](C)(C)C